Zinc 8-aminoquinoline 1,5-naphthalenedisulfonate C1(=CC=CC=2C(=CC=CC12)S(=O)(=O)[O-])S(=O)(=O)[O-].NC=1C=CC=C2C=CC=NC12.[Zn+2]